2-methoxy-7-{[(R)-2-methylpropan-2-sulfinyl]amino}-5,7-dihydrospiro[cyclopenta[b]pyridine-6,4'-piperidine]-1'-carboxylic acid tert-butyl ester C(C)(C)(C)OC(=O)N1CCC2(CC1)CC=1C(=NC(=CC1)OC)C2N[S@](=O)C(C)(C)C